5-(4-(2-fluoro-5-(4-oxo-3,4-dihydrophthalazin-1-yl)benzoyl)piperazin-1-yl)-3H-imidazole FC1=C(C(=O)N2CCN(CC2)C2=CNC=N2)C=C(C=C1)C1=NNC(C2=CC=CC=C12)=O